C1(=CC=CC=C1)N1C2=CC=CC=C2C=2C=C(C=CC12)C1=NC=CC=C1 9-phenyl-3-(pyridine-2-yl)-9H-carbazole